ClC=1C=C(C=C(C1)F)NC1=NC=C2C(=N1)N(N=C2C2=CC=C(C=C2)CN2CCN(CC2)C)C2CCC(CC2)O 4-(6-((3-chloro-5-fluorophenyl)amino)-3-(4-((4-methylpiperazin-1-yl)methyl)phenyl)-1H-pyrazolo[3,4-d]pyrimidin-1-yl)cyclohexan-1-ol